(1-chlorophenyl-1H-pyrazole-3-oxy)ethylamine ClC1(CC=CC=C1)N1N=C(C=C1)OCCN